C(C)(C)(C)OC(=O)N1[C@@H]2C[C@@H]2C[C@H]1C(=O)O (1R,3S,5R)-2-[(tert-butoxy)carbonyl]-2-azabicyclo[3.1.0]hexane-3-carboxylic acid